1-ethoxycarbonyl-3-phenylsulfuryl-thioxanthone C(C)OC(=O)C1=CC(=CC=2SC3=CC=CC=C3C(C12)=O)S(=O)(=O)C1=CC=CC=C1